FC=1C=C2C(=CC1)NCC21CCN(CC1)C(=O)OCC1=CC=CC=C1 benzyl 5-fluoro-1,2-dihydrospiro[indole-3,4'-piperidine]-1'-carboxylate